C(C=C)(=O)OCCCCCCOC=1C=C2C=CC(=CC2=CC1)C(=O)OC1=CC(=C(C=C1)OC(=O)C1=CC2=CC=C(C=C2C=C1)OCCCCCCCCCCCOC(C=C)=O)C(=O)OCCCCCCOC1=CC=C(C=C1)C1=CC=C(C=C1)C#N [3-[6-[4-(4-cyanophenyl)phenoxy]hexoxycarbonyl]-4-[6-(11-prop-2-enoyloxyundecoxy)naphthalene-2-carbonyl]oxy-phenyl] 6-(6-prop-2-enoyloxyhexoxy)naphthalene-2-carboxylate